(1,1,1-trifluoropropan-2-yl)-1H-pyrazole-5-carboxamide FC(C(C)N1N=CC=C1C(=O)N)(F)F